METHYLHYDRAZINECARBOXYLATE COC(=O)NN